2-((R*)-4-(((6-((R)-4,4-difluoro-2-(4-(trifluoromethyl)phenyl)pyrrolidin-1-yl)-5-fluoropyrimidin-4-yl)amino)methyl)-3,3-difluoropiperidin-1-yl)acetamide FC1(C[C@@H](N(C1)C1=C(C(=NC=N1)NC[C@@H]1C(CN(CC1)CC(=O)N)(F)F)F)C1=CC=C(C=C1)C(F)(F)F)F |o1:14|